NC1=C(N=CN1C(=O)N1C=NC=C1)C#N 5-amino-1-(1H-imidazole-1-carbonyl)-1H-imidazole-4-nitrile